(±)-(1S,5S)-5-(hydroxymethyl)-3-azabicyclo[3.1.0]hexan-2-one OC[C@@]12CNC([C@H]2C1)=O |r|